pyridazin-2-yl((4,4-difluorocyclohexyl)methyl) carbamate C(N)(OC(C1CCC(CC1)(F)F)N1NC=CC=C1)=O